7-(((E)-4-((2R,5S)-2-(6-aminopyridin-3-yl)-5-methylmorpholino)but-2-en-1-yl)oxy)-3,4-dihydroquinolin-2(1H)-one NC1=CC=C(C=N1)[C@H]1OC[C@@H](N(C1)C/C=C/COC1=CC=C2CCC(NC2=C1)=O)C